FC=1C=C(C=CC1N1CCOCC1)NC1=NC=CC(=N1)NC1=CN=NC2=C(C=CC=C12)C N2-(3-fluoro-4-morpholinophenyl)-N4-(8-methylcinnolin-4-yl)pyrimidine-2,4-diamine